C1(CCC1)CCNC(=O)C=1C=C(C(=NC1)C)NC(=O)C=1C=C2C(=NC1)NC(=C2)C=2C=NN(C2)C N-(5-((2-cyclobutylethyl)carbamoyl)-2-methylpyridin-3-yl)-2-(1-methyl-1H-pyrazol-4-yl)-1H-pyrrolo[2,3-b]pyridine-5-carboxamide